FC(CN1N=CC=2C1=NC(=CN2)N2CCC1(C(C(N(C1)C1=NC=CC(=C1)C(F)(F)F)=O)(C)C)CC2)F 8-(1-(2,2-difluoroethyl)-1H-pyrazolo[3,4-b]pyrazin-6-yl)-4,4-dimethyl-2-(4-(trifluoromethyl)pyridin-2-yl)-2,8-diazaspiro[4.5]decan-3-one